(4-methoxybenzyl)-3,3-dimethyl-4-oxo-6',7'-dihydro-1'H-spiro[cyclohexane-1,4'-pyrano[3,4-d]imidazole]-5-carbaldehyde oxime COC1=CC=C(CN2C=NC3=C2CCOC32CC(C(C(C2)C=NO)=O)(C)C)C=C1